ClC1=C(C=NC2=CC(=C(C=C12)Cl)F)C(=O)OCC ethyl 4,6-dichloro-7-fluoroquinoline-3-carboxylate